C(=O)(OCC1C2=CC=CC=C2C2=CC=CC=C12)N[C@@](C)(C(=O)O)C=1SC=CC1 Fmoc-2-thiophenylalanine